isopropyl 2-((5-amino-2-(difluoromethoxy)-4-((2-(dimethylamino)ethyl) (methyl)amino)phenyl)amino)-4-(spiro(cyclobutane-1,3'-pyrrolo[3,2-b]pyridin)-1'(2'H)-yl)pyrimidine-5-carboxylate NC=1C(=CC(=C(C1)NC1=NC=C(C(=N1)N1CC2(C3=NC=CC=C31)CCC2)C(=O)OC(C)C)OC(F)F)N(C)CCN(C)C